tert-Butyl (2-((4-methyl-4'-(2-(4-methylpiperazin-1-yl)ethyl)-[1,1'-biphenyl]-3-yl)amino)ethyl)carbamate CC1=C(C=C(C=C1)C1=CC=C(C=C1)CCN1CCN(CC1)C)NCCNC(OC(C)(C)C)=O